BrC(C(=CF)F)C(F)F 3-bromo-1,2,4,4-tetrafluorobut-1-ene